BrC1=CC(=NC=C1)C(CN1[C@@H]2CO[C@H](C1)C2)C=2N=C(SC2C2=NC(=CN=C2)OCC)C(=O)N [1-(4-bromopyridin-2-yl)-2-[(1s,4s)-2-oxa-5-azabicyclo[2.2.1]heptan-5-yl]ethyl]-5-(6-ethoxypyrazin-2-yl)-1,3-thiazole-2-carboxamide